NC([C@H]([C@@H](C)O)NC(C(=O)C1=C(C(=C2CCCCN12)C(=O)NC1=CC(=C(C=C1)F)C)C)=O)=O 3-(2-(((2S,3R)-1-amino-3-hydroxy-1-oxobutan-2-yl)amino)-2-oxoacetyl)-N-(4-fluoro-3-methylphenyl)-2-methyl-5,6,7,8-tetrahydroindolizine-1-carboxamide